4-(((4-((4-chlorophenyl)amino)furo[2,3-d]pyridazin-7-yl)oxy)methyl)-N-methylpicolinamide ClC1=CC=C(C=C1)NC1=C2C(=C(N=N1)OCC1=CC(=NC=C1)C(=O)NC)OC=C2